NCCCCCC1(SC(=CC1)C(=O)NC1=C(C=CC(=C1)Cl)OCCOC)C(=O)N 2-(5-aminopentyl)-N5-(5-chloro-2-(2-methoxyethoxy)phenyl)thiophene-2,5-dicarboxamide